NC1=CC2=C(N(N=C2C(=C1C(=O)C1=C(C=CC(=C1)F)Cl)C#N)C)C1CN(C1)C(=O)OC(C)(C)C 2-methylpropan-2-yl 3-{5-amino-6-[(2-chloro-5-fluorophenyl)carbonyl]-7-cyano-2-methylindazol-3-yl}azetidine-1-carboxylate